CC(=CC=CC(C)=O)CO 6-methyl-7-hydroxy-3,5-heptadien-2-one